calcium 2-[3-(3,5-di-t-butyl-4-hydroxyphenyl)propanamido]succinate C(C)(C)(C)C=1C=C(C=C(C1O)C(C)(C)C)CCC(=O)NC(C(=O)[O-])CC(=O)[O-].[Ca+2]